ClC=1C=C(C=NC1N1N=CC=N1)NC(=O)C=1C=NN(C1C(F)(F)F)C1=CN=C(C2=CC=CC=C12)NC N-(5-Chloro-6-(2H-1,2,3-triazol-2-yl)pyridin-3-yl)-1-(1-(methylamino)-isochinolin-4-yl)-5-(trifluoromethyl)-1H-pyrazol-4-carboxamid